CP(O)(=O)C.C(C)OP(=O)(OCC)CC(=O)OCC ethyl diethylphosphonoacetate dimethyl-phosphinate